N-(2-(3-bromophenyl)propan-2-yl)ethenesulfonamide {6-[(2-butyl-1-oxooctyl)oxy]hexyl}-6-[3-(dimethylamino)propyl]-2-methyl-7-oxo-2,6-diaza-8-oxapentadecan-15-yl-2-butyloctanoate C(CCC)C(C(=O)OCCCCCCC(C(C(=O)O)(CCCC)CCCCCCCOC(N(CCCN(C)C)CCCN(C)C)=O)CCCCC)CCCCCC.BrC=1C=C(C=CC1)C(C)(C)NS(=O)(=O)C=C